2,4-dihydroxy-4'-isopropyl-benzophenone OC1=C(C(=O)C2=CC=C(C=C2)C(C)C)C=CC(=C1)O